C(#N)N=S(=O)(NC(NC1=C2CCCC2=CC=2CCCC12)=O)\C=C\[C@]1(N(CCC1)CC=1SC=CN1)C (E)-N'-cyano-N-((1,2,3,5,6,7-hexahydro-s-indacen-4-yl)carbamoyl)-2-((S)-2-methyl-1-(thiazol-2-ylmethyl)pyrrolidin-2-yl)ethene-1-sulfonimidamide